2-Methoxy-5-(4-(trifluoromethoxy)phenoxy)aniline COC1=C(N)C=C(C=C1)OC1=CC=C(C=C1)OC(F)(F)F